(rac)-1-{3-[5-(trifluoromethyl)pyridin-2-yl]pyrazin-2-yl}ethan-1-amine FC(C=1C=CC(=NC1)C=1C(=NC=CN1)[C@@H](C)N)(F)F |r|